C1COC2(CCC(CC2)=O)O1 1,4-cyclohexanedione monoethylene acetal